4-(difluoromethyl)pyrimidin-2-amine FC(C1=NC(=NC=C1)N)F